4'-(9-hydroxynonyloxy)-4-cyanoazobenzene OCCCCCCCCCOC1=CC=C(C=C1)N=NC1=CC=C(C=C1)C#N